1-[1-methyl-6-(3-piperidyl)indazol-3-yl]hexahydropyrimidine-2,4-dione CN1N=C(C2=CC=C(C=C12)C1CNCCC1)N1C(NC(CC1)=O)=O